CC1=CC(=C(C(=C1)O)O)[N+](=O)[O-] The molecule is a methylcatechol that is 3-nitrocatechol carrying a methyl substituent at position 5. It is a nitrotoluene and a methylcatechol.